C1(=CC=CC=C1)N1CCNCC1 1-phenylpiperazin